C(C)(C)(C)NC(=O)N1CC=2N(CC1)C(=C(C2C(=O)N)C2=CC(=CC=C2)OC)Cl N2-tert-butyl-6-chloro-7-(3-methoxyphenyl)-3,4-dihydropyrrolo[1,2-a]pyrazine-2,8(1H)-dicarboxamide